iminodisulfide N1SS1